C(N)(=N)C=1C=C(SC1)[C@@H](CC1=CC=CC=C1)NC(=O)[C@H]1N(CC2(OCCO2)C1)C(CNC(CCCOC1=CC=CC=C1)=O)=O (S)-N-((R)-1-(4-carbamimidoylthiophen-2-yl)-2-phenylethyl)-7-((4-phenoxybutanoyl)glycyl)-1,4-dioxa-7-azaspiro[4.4]nonane-8-carboxamide